NC1=C(N=C(S1)C1=C(C=CC=C1F)F)C(=O)NC=1C=NN(C1NCC1CCNCC1)C 5-amino-2-(2,6-difluorophenyl)-N-(1-methyl-5-(piperidin-4-ylmethylamino)-1H-pyrazol-4-yl)thiazole-4-carboxamide